(3-chlorothiophen-2-yl)methanol ClC1=C(SC=C1)CO